COC1=CC(=CC2=CN(N=C12)C1OCCCC1)C(=O)OC methyl 7-methoxy-2-(tetrahydro-2H-pyran-2-yl)-2H-indazole-5-carboxylate